4-(4,4,5,5-Tetramethyl-1,3,2-dioxaborolan-2-yl)-1-(trifluoromethyl)-1H-pyrazole CC1(OB(OC1(C)C)C=1C=NN(C1)C(F)(F)F)C